CN(CCOC(=O)C1(CCN(CC1)C(=O)OC(C)(C)C)C)C 4-methylpiperidine-1,4-dicarboxylic acid 1-tert-butyl 4-[2-(dimethylamino) ethyl] ester